tert-Butyl (2S,4S)-2-(((3R,5R)-1-(Cyclopropanecarbonyl)-5-((4-(cyclopropylbuta-1,3-diyn-1-yl)benzamido)methyl)pyrrolidin-3-yl)carbamoyl)-4-fluoropyrrolidine-1-carboxylate C1(CC1)C(=O)N1C[C@@H](C[C@@H]1CNC(C1=CC=C(C=C1)C#CC#CC1CC1)=O)NC(=O)[C@H]1N(C[C@H](C1)F)C(=O)OC(C)(C)C